FC(C1=NN(C=C1C(=O)OCC)C[2H])F ethyl 3-(difluoromethyl)-1-(deuteromethyl)-1H-pyrazole-4-carboxylate